5-(3-((1r,2r)-2-hydroxy-4,4-dimethyl-1,2,3,4-tetrahydronaphthalen-1-yl)ureido)-3-methyl-6-phenylpyridinecarboxamide O[C@H]1[C@@H](C2=CC=CC=C2C(C1)(C)C)NC(NC=1C=C(C(=NC1C1=CC=CC=C1)C(=O)N)C)=O